3-(4-(2-(4-(4'-chloro-5'-oxo-5'H-spiro[cyclohexane-1,7'-indolo[1,2-a]quinazolin]-10'-yl)cyclohexyl)-2,7-diazaspiro[3.5]nonan-7-yl)-2,6-difluorophenyl)piperidine-2,6-dione ClC=1C=2C(N=C3N(C2C=CC1)C1=CC(=CC=C1C31CCCCC1)C1CCC(CC1)N1CC3(C1)CCN(CC3)C3=CC(=C(C(=C3)F)C3C(NC(CC3)=O)=O)F)=O